C12CNCC(C1C1=C3CN(C(C3=CC(=C1)F)=O)C1C(NC(CC1)=O)=O)C2 3-(4-(3-azabicyclo[3.1.1]heptan-6-yl)-6-fluoro-1-oxoisoindolin-2-yl)piperidine-2,6-dione